Difluoromethyl-Pyrimidine FC(F)C1=NC=CC=N1